CC1=NN2C(C=C(C=C2C)C=2N=C3N(C(N2)=O)C=C(C=C3F)N3C[C@@H](NCC3)C)=C1 2-{2,7-dimethylpyrazolo[1,5-a]pyridin-5-yl}-9-fluoro-7-[(3S)-3-methylpiperazin-1-yl]-4H-pyrido[1,2-a][1,3,5]triazin-4-one